ClC1=C(C(=NC=N1)NC1=C(C=C(C(=C1)C=1C=NC(=NC1)N1CCN(CC1)C(C)C)F)N1C[C@@H](N([C@@H](C1)C)C)C)N 6-chloro-N4-(4-fluoro-5-(2-(4-isopropylpiperazin-1-yl)pyrimidin-5-yl)-2-((3S,5R)-3,4,5-trimethylpiperazin-1-yl)phenyl)pyrimidine-4,5-diamine